2-(2-aminothiazol-4-yl)acetate NC=1SC=C(N1)CC(=O)[O-]